ClCCl.[Pd] palladium dichloromethane